ClC1=CC=C2C(=N1)N(C(=N2)C=2C(=NC=NC2)C(F)(F)F)C2CC2 5-Chloro-3-cyclopropyl-2-(4-(trifluoromethyl)pyrimidin-5-yl)-3H-imidazo[4,5-b]pyridin